COCC=1C=C(C=NC1)C=1C=C2C(=NNC2=CC1)C(=O)NCC1CCOCC1 5-(5-(Methoxymethyl)pyridin-3-yl)-N-((tetrahydro-2H-pyran-4-yl)methyl)-1H-indazole-3-carboxamide